FC=1C=C2C=NN(C2=CC1CC1CC2(CN(C2)C(=O)C2CC(C2)(C)O)C1)C (6-((5-Fluoro-1-methyl-1H-indazol-6-yl)methyl)-2-azaspiro[3.3]heptan-2-yl)((1s,3s)-3-hydroxy-3-methylcyclobutyl)methanon